Benzoic acid butyl ester C(CCC)OC(C1=CC=CC=C1)=O